N-(4-fluorophenylmethyl)-2-(pyrrolidin-1-yl)ethan-1-amine FC1=CC=C(C=C1)CNCCN1CCCC1